ClC1=CC=C(C=C1)NC(=S)NC1=CC=C(C=C1)Cl 1,3-bis(4-chlorophenyl)thiourea